3-(3-((6-phenethyloxypyridin-3-yl)methyl)isoxazol-5-yl)pyridin-2-amine C(CC1=CC=CC=C1)OC1=CC=C(C=N1)CC1=NOC(=C1)C=1C(=NC=CC1)N